C(C)(=O)OCCC α-propyl acetate